(2R)-ethyl 2-(((2S,SR)-2-carbamoyl-4-methyl-7-oxo-1,6-diazabicyclo-[3.2.1]oct-3-en-6-yl)oxy)-2-fluoroacetate C(N)(=O)[C@H]1N2C(N([C@@H](C(=C1)C)C2)O[C@@H](C(=O)OCC)F)=O |&1:7|